C1=C(C=CC2=CC=CC=C12)CNC(=O)C1N(CCN(C1)S(=O)(=O)C1=CC=CC=C1)C(=O)C1=CSC=C1 N-(naphthalen-2-ylmethyl)-4-(phenylsulfonyl)-1-(thiophene-3-carbonyl)piperazine-2-carboxamide